N1C(=CC=2C=NC=CC21)CNC(CC=2C=C(C=NC2C2=CC=CC=C2)NC(OCCCC)=O)=O butyl (5-(2-(((1H-pyrrolo[3,2-c]pyridine-2-yl)methyl)amino)-2-oxoethyl)-6-phenylpyridin-3-yl)carbamate